C12(CC(C1)C2)NC2=NC(=NC=C2C#N)NC2=C(C=C(C(=C2)[N+](=O)[O-])N(C)CCN(C)C)OC 4-(bicyclo[1.1.1]pentan-1-ylamino)-2-((4-((2-(dimethylamino)ethyl)-(methyl)amino)-2-methoxy-5-nitrophenyl)amino)pyrimidine-5-carbonitrile